4-bromo-6-{2-[(tert-butyldiphenylsilyl)oxy]-1-hydroxyethyl}-2,3-dihydroisoindol-1-one BrC1=C2CNC(C2=CC(=C1)C(CO[Si](C1=CC=CC=C1)(C1=CC=CC=C1)C(C)(C)C)O)=O